[Sn].[Zr].[Mo] Molybdenum Zirconium Tin